C1(CC1)OC1=C(C=CC=C1)B1OC(C(O1)(C)C)(C)C 2-(2-cyclopropoxyphenyl)-4,4,5,5-tetramethyl-1,3,2-dioxaborolane